CC1N(CC(NC1)C)CCN 2-(2,5-dimethylpiperazin-1-yl)ethane-1-amine